[Pd].ClC=1C(=C(C=CC1N(C)C)P(C(C)(C)C)C(C)(C)C)Cl dichloro[di-tert-butyl-(4-dimethylaminophenyl)phosphine] palladium